C(C1=CC=CC=C1)OCCNC1=C(C(N(N=C1)COCC[Si](C)(C)C)=O)/C=C/C(=O)OC methyl (E)-3-(5-((2-(benzyloxy)ethyl)amino)-3-oxo-2-((2-(trimethylsilyl)ethoxy)methyl)-2,3-dihydropyridazin-4-yl)acrylate